(3,4-epoxycyclohexyl)ethyl-ethyldiethoxysilane C1(CC2C(CC1)O2)CC[Si](OCC)(OCC)CC